5-[3-(4,6-diphenyl-1,3,5-triazin-2-yl)phenyl]-7,7-dimethyl-5H,7H-indeno[2,1-b]carbazole C1(=CC=CC=C1)C1=NC(=NC(=N1)C1=CC=CC=C1)C=1C=C(C=CC1)N1C2=CC=CC=C2C=2C=C3C(=CC12)C(C1=CC=CC=C13)(C)C